(2E)-3-[3-methyl-1-(Oxan-2-yl)indazol-6-yl]prop-2-enoic acid CC1=NN(C2=CC(=CC=C12)/C=C/C(=O)O)C1OCCCC1